N-[5-(3,4-difluorophenoxy)pyrazin-2-yl]-2-(3,3-dimethylpiperazin-1-yl)propanamide FC=1C=C(OC=2N=CC(=NC2)NC(C(C)N2CC(NCC2)(C)C)=O)C=CC1F